BrC=1C(NCCC1)=O 3-bromo-2-oxo-5,6-dihydropyridine